3-(dimethyl-octylazaniumyl)propane-1-sulfonate C[N+](CCCS(=O)(=O)[O-])(CCCCCCCC)C